(R)-3-(3-chloro-4-fluorophenyl)-1-((1-methoxyisoquinolin-4-yl)methyl)-1-methylurea ClC=1C=C(C=CC1F)NC(N(C)CC1=CN=C(C2=CC=CC=C12)OC)=O